CC1=C(C=NN1)C=1N=C(C2=C(N1)C=NC=C2)N[C@H](C)C2=CC=CC=C2 2-(5-methyl-1H-pyrazol-4-yl)-N-[(1R)-1-phenylethyl]pyrido[3,4-d]pyrimidin-4-amine